4-(7-fluoro-5H-imidazo[5,1-a]isoindol-5-yl)tetrahydro-2H-pyran-3-ol FC=1C=C2C(N3C(C2=CC1)=CN=C3)C3C(COCC3)O